4-Cyclopropyl-N-((S)-(4,4-difluorocyclohexyl)(5-(((S)-2-oxo-4-(trifluoromethyl)-imidazolidin-1-yl)methyl)oxazolo[4,5-b]pyridin-2-yl)methyl)-1,2,5-oxadiazole-3-carboxamide C1(CC1)C=1C(=NON1)C(=O)N[C@H](C=1OC=2C(=NC(=CC2)CN2C(N[C@@H](C2)C(F)(F)F)=O)N1)C1CCC(CC1)(F)F